C(CCCCCCCCCCC\C=C/CCCCCCCC)OC(CCCCCCCCCCCCCCCCCCCCC)=O erucyl-behenate